C(CN(CC(=O)O)CC(=O)O)N(CCO)CC(=O)O (2-hydroxyethyl)ethylenediaminetriacetic acid